OC1=C(CN(C1=O)C)C(=O)OC methyl 4-hydroxy-1-methyl-5-oxo-2,5-dihydro-1H-pyrrole-3-carboxylate